(4R)-4-isopropenyl-2-methylenecyclohexanol C(=C)(C)[C@H]1CC(C(CC1)O)=C